NC1=C2C(=C3C(=N1)C=CS3)N(C(=N2)CCCC)CCCCCNCC2=CC=C(C=C2)CO (4-(((5-(4-amino-2-butyl-1H-imidazo[4,5-d]thieno[3,2-b]pyridin-1-yl)pentyl)amino)methyl)phenyl)methanol